(+)-4-(4-{[4-chloro-2-(trifluoromethyl)phenoxy]methyl}-3-methoxyphenyl)-2H,4H,5H,6H,7H-pyrazolo[3,4-b]pyridin-6-one ClC1=CC(=C(OCC2=C(C=C(C=C2)C2C=3C(NC(C2)=O)=NNC3)OC)C=C1)C(F)(F)F